NC=1C2=C(N=CN1)N(C=C2C2=CC=C(C=C2)NC(CCC2=CC=CC=C2)=O)C2CCC(CC2)C2OCC(CO2)NC(OC(C)(C)C)=O tert-butyl (2-(4-(4-amino-5-(4-(3-phenylpropanamido)phenyl)-7H-pyrrolo[2,3-d]pyrimidin-7-yl) cyclohexyl)-1,3-dioxan-5-yl)carbamate